N-[3-[[4-[[2-(6-methyl-2-pyridyl)pyrimidin-4-yl]amino]pyrimidin-2-yl]amino]phenyl]piperazine-1-carboxamide CC1=CC=CC(=N1)C1=NC=CC(=N1)NC1=NC(=NC=C1)NC=1C=C(C=CC1)NC(=O)N1CCNCC1